C1[C@@H]([C@H](O[C@H]1N2C=CC3=C2NC(=O)NC3=O)CO)O 7-deaza-2-deoxyxanthosine